[Mn].[Ni].[Co] cobalt-nickel manganese